ClC1=CN=C2C(=N1)N(C=C2C2=NC(=C(C(=N2)N[C@@H]2[C@H](C1CCC2CC1)C(=O)OCC)F)C=1SC(=CC1)Cl)C(C1=CC=CC=C1)(C1=CC=CC=C1)C1=CC=CC=C1 (2S,3S)-ethyl 3-((2-(3-chloro-5-trityl-5H-pyrrolo[2,3-b]pyrazin-7-yl)-6-(5-chlorothiophen-2-yl)-5-fluoropyrimidin-4-yl)amino)bicyclo[2.2.2]octane-2-carboxylate